3-[6-bromo-3-(1,3-dimethylpyrazolo[3,4-d]pyridazin-7-yl)-2,4-dioxo-thieno[3,2-d]pyrimidin-1-yl]propanenitrile BrC1=CC=2N(C(N(C(C2S1)=O)C=1N=NC=C2C1N(N=C2C)C)=O)CCC#N